C=C[C@H](CCC=C)[C@H]1[C@@H]2CC[C@H](CN1)N2C(=O)OC(C)(C)C tert-butyl (1S,2S,5R)-2-((S)-hepta-1,6-dien-3-yl)-3,8-diazabicyclo[3.2.1]octane-8-carboxylate